2-fluoro-6-[6-(propan-2-yl)pyridin-3-yl]aniline FC1=C(N)C(=CC=C1)C=1C=NC(=CC1)C(C)C